3-acetyl-10,10-dimethyl-9-oxo-3-azaspiro[5.5]undec-7-ene-8-carbonitrile C(C)(=O)N1CCC2(CC1)C=C(C(C(C2)(C)C)=O)C#N